COC=1C=C(CN(C2CN(CCC2)C2=NC=CC(=N2)NC=2C=C3C=NNC3=CC2)C)C=CC1 N-(2-(3-((3-methoxybenzyl)(methyl)amino)piperidin-1-yl)pyrimidin-4-yl)-1H-indazol-5-amine